dipropylene glycol isopentyl methyl ether COCC(OCC(C)OCCC(C)C)C